ClC1=C(C=CC=C1)C1(CCCC2=C1N=C(S2)N)NC 4-(2-chlorophenyl)-N4-methyl-4,5,6,7-tetrahydrobenzothiazole-2,4-diamine